C(=O)(O)C1=C(C=CC(=C1)N)N 2-carboxyl-1,4-phenylenediamine